N1(C=NC=C1)C=1C=C(C=CC1O)O 3-(imidazol-1-yl)-1,4-benzenediol